NC1=CC=C(OC2=CC(=C(C=C2)N)CCCCC)C=C1 4-(4-aminophenoxy)-2-pentylbenzenamine